C(C)OC1=C(C=C2CCN(C(C2=C1)CCC1=CNC2=CC=C(C=C12)OC)C(=O)N1CCCCC1)OC (7-ethoxy-6-methoxy-1-(2-(5-methoxy-1H-indol-3-yl)ethyl)-3,4-dihydroisoquinolin-2(1H)-yl)(piperidin-1-yl)methanone